dimethyl-aluminium chloride C[Al](C)Cl